C(#N)[C@H](C[C@H]1C(NCC1)=O)NC(=O)[C@@H]1[C@H]2C([C@H]2CN1C([C@H](C(C)(C)C)NC(=O)N(C)C)=O)(C)C (1R,2S,5S)-N-((S)-1-cyano-2-((S)-2-oxopyrrolidin-3-yl)ethyl)-3-((S)-2-(3,3-dimethylureido)-3,3-dimethylbutanoyl)-6,6-dimethyl-3-azabicyclo[3.1.0]hexane-2-carboxamide